C(C)(C)(C)C1=CC=C(C(=O)C2=C(C(=C(C=C2)CN(C([O-])=O)C)O)O)C=C1 4-(4-tert-butylbenzoyl)-2,3-dihydroxyphenyl-dimethylcarbamate